BrC1=C(C(=O)N)C(=CC(=C1)Br)F 2,4-dibromo-6-fluoro-benzamide